BrC1=CC=C(C=C1)OC 4-bromoanisole